OC=1C=CC(=NC1)B(O)O (5-HYDROXYPYRIDIN-2-YL)BORONIC ACID